5-(2-ethoxy-3-pyridyl)-1-isopropyl-3-methyl-N-(3-pyridylmethyl)pyrazolo[4,3-b]pyridin-7-amine C(C)OC1=NC=CC=C1C1=CC(=C2C(=N1)C(=NN2C(C)C)C)NCC=2C=NC=CC2